4-(4-chloro-3-fluorophenoxy)-7-(trifluoromethylsulfonyl)-1H-indazole ClC1=C(C=C(OC2=C3C=NNC3=C(C=C2)S(=O)(=O)C(F)(F)F)C=C1)F